Cl.N[C@H](C(=O)OCC)CC1=CC=C(C=C1)C1=NOC(=N1)C=1C=C(C(=CC1)OC)C1=CC=C(C=C1)O (S)-ethyl 2-amino-3-(4-(5-(4'-hydroxy-6-methoxybiphenyl-3-yl)-1,2,4-oxadiazol-3-yl) Phenyl)propanoate hydrochloride